rel-(R)-(4-(Benzyloxy)-6-((3R*,4R*,6R*)-4-(3,4-difluoro-2-methoxyphenyl)-6-methyl-6-(trifluoromethyl)tetrahydro-2H-pyran-3-yl)-2-methylpyridin-3-yl)(imino)(methyl)-λ6-sulfanone C(C1=CC=CC=C1)OC1=C(C(=NC(=C1)[C@@H]1CO[C@](C[C@H]1C1=C(C(=C(C=C1)F)F)OC)(C(F)(F)F)C)C)[S@](=O)(C)=N |o1:14,17,19,36|